2-methyl-5-(5-methylfuran-2-yl)-[1,2,4]triazolo[1,5-c]pyrimidin CC1=NN2C(=NC=CC2=N1)C=1OC(=CC1)C